cerium dimethyl-silanolate C[SiH]([O-])C.[Ce+3].C[SiH]([O-])C.C[SiH]([O-])C